4-((S)-2-((S)-1-((4-(4-(2-(2-(azidooxy)ethoxy)ethoxy)butoxy)phenyl)sulfonyl)pyrrolidine-2-carboxamido)-3-methoxy-3-oxopropyl)phenyl pyrrolidine-1-carboxylate N1(CCCC1)C(=O)OC1=CC=C(C=C1)C[C@@H](C(=O)OC)NC(=O)[C@H]1N(CCC1)S(=O)(=O)C1=CC=C(C=C1)OCCCCOCCOCCON=[N+]=[N-]